C(C1=CC=CC=C1)OC1=C(C(=CC(=C1)CCC)OCC1=CC=CC=C1)C1=C2C(C(NC2=CC=C1C)=O)(C)C 4-(2,6-Bis(benzyloxy)-4-propylphenyl)-3,3,5-trimethylindolin-2-one